2,4,6-Tris(3'-(Pyridin-3-yl)Biphenyl-3-yl)-1,3,5-Triazin N1=CC(=CC=C1)C=1C=C(C=CC1)C1=CC(=CC=C1)C1=NC(=NC(=N1)C=1C=C(C=CC1)C1=CC(=CC=C1)C=1C=NC=CC1)C=1C=C(C=CC1)C1=CC(=CC=C1)C=1C=NC=CC1